C(C1=CC=CC=C1)C1CCN(CC1)CCNC(=O)C1=CC=2N(C=C1)C=C(N2)C2=CC=C(C=C2)OC(F)(F)F N-[2-(4-benzylpiperidin-yl)ethyl]-2-[4-(trifluoromethoxy)phenyl]imidazo[1,2-a]pyridine-7-carboxamide